4-(3-fluoro-5-(trifluoromethyl)benzyl)-N-hydroxy-3-oxo-3,4-dihydro-2H-benzo[b][1,4]oxazine-6-carboxamide FC=1C=C(CN2C3=C(OCC2=O)C=CC(=C3)C(=O)NO)C=C(C1)C(F)(F)F